Ruthenium-vanadium disulfide [S-2].[S-2].[V+5].[Ru+3]